OCCN(CCCCCCCC(=O)OC(CCCCCCCC)CCCCCCCC)CCCCCCCC(=O)OCCCCCCCCC 8-((2-hydroxyethyl)(8-(nonyloxy)-8-oxooctyl)amino)octanoic acid, heptadecan-9-yl ester